BrC=1C=CC(=C(CCS(=O)(=O)[O-])C1)C=1NC=C(N1)C(F)(F)F 5-bromo-2-(4-(trifluoromethyl)-1H-imidazol-2-yl)benzylmesylate